C(C)C1N(C2=CC=C(C=C2CC1)CC)S(=O)(=O)C(C1=C(C=CC=C1)C=C)O ((2,6-diethyl-3,4-dihydroquinolin-1(2H)-yl)sulfonyl)-2-vinylbenzyl alcohol